FC1=C2C=CN(C2=CC(=C1OC=1C=CC(=C(C1)C(=N)SC)OCOC)F)COCC[Si](C)(C)C methyl 5-[4,6-difluoro-1-(2-trimethylsilylethoxymethyl)indol-5-yl]oxy-2-(methoxymethoxy)benzenecarboximidothioate